FC1=CC=C(C=C1)CCN 2-(4-fluorophenyl)ethylamine